C1(CC1)CN1N=NC=C1 1-(cyclopropylmethyl)-1H-1,2,3-triazole